C(C)N(C1=C(C=CC(=C1)NCC1=CC=C(C=C1)C(F)(F)F)NC([C@@H]([C@H](CCCC)F)F)=O)CC (2S,3S)-N-(2-(Diethylamino)-4-((4-(trifluoromethyl)benzyl)amino)phenyl)-2,3-difluoroheptanamid